C(#N)C1=NC=C(C(=C1)C1=CC=2N(C=C1)N=C(C2)NC(=O)C2CC2)NC[C@@H]2CN(CC2)C N-[5-[2-cyano-5-[[(3R)-1-methylpyrrolidin-3-yl]methylamino]-4-pyridyl]pyrazolo[1,5-a]pyridin-2-yl]cyclopropanecarboxamide